C(C)(C)(C)OC(=O)N1CCC2(CC1)CCN(CC2)CCOC2=CC=C(C=C2)N2C(NC(CC2)=O)=O.FC=2C=C(C=C(C2C(=O)O)F)C2=CC(=CC(=C2)C2=CC(=C(C(=C2)F)C(=O)O)F)C2=CC(=C(C(=C2)F)C(=O)O)F 1,3,5-tris(3,5-difluoro-4-carboxyphenyl)benzene tert-butyl-9-(2-(4-(2,4-dioxotetrahydropyrimidin-1(2H)-yl)phenoxy)ethyl)-3,9-diazaspiro[5.5]undecane-3-carboxylate